(R)-1-(7-bromo-2-chloro-8-fluoroquinazolin-4-yl)-3-methylpiperidin-3-ol BrC1=CC=C2C(=NC(=NC2=C1F)Cl)N1C[C@@](CCC1)(O)C